benzyl (R)-7-((6-(1-(1-((tert-butyldimethylsilyl)oxy)propan-2-yl)-1H-tetrazol-5-yl)pyridin-2-yl)carbamoyl)-6-methoxy-3,4-dihydroisoquinoline-2(1H)-carboxylate [Si](C)(C)(C(C)(C)C)OC[C@@H](C)N1N=NN=C1C1=CC=CC(=N1)NC(=O)C1=C(C=C2CCN(CC2=C1)C(=O)OCC1=CC=CC=C1)OC